6-fluoro-5-(methylthio)naphthalene-2-ol FC=1C(=C2C=CC(=CC2=CC1)O)SC